hydroxy-4,4',5',6'-tetramethoxychalcone OC1=C(C=CC(=C1)OC)\C=C\C(=O)C1=CC=C(C(=C1OC)OC)OC